1,3-bis(3-neopentoxypropyl)imidazolium C(C(C)(C)C)OCCCN1C=[N+](C=C1)CCCOCC(C)(C)C